5-(3-(4-((3-chloro-5-(hydroxymethyl)benzyl)amino)butoxy)azetidin-1-yl)benzo[c][2,6]naphthyridine-8-carboxamide ClC=1C=C(CNCCCCOC2CN(C2)C2=NC3=C(C4=CN=CC=C24)C=CC(=C3)C(=O)N)C=C(C1)CO